trans-N-(6,8-dichloro-2,7-naphthyridin-3-yl)-2-(3-pyridyl)cyclopropanecarboxamide ClC=1C=C2C=C(N=CC2=C(N1)Cl)NC(=O)[C@H]1[C@@H](C1)C=1C=NC=CC1